ClC1=C(C(=CC=C1)F)C1=NOC(=C1C(=O)OCC)C=1C=NN(C1C(F)(F)F)CC(=O)O 2-{4-[3-(2-chloro-6-fluorophenyl)-4-(ethoxycarbonyl)-1,2-oxazol-5-yl]-5-(trifluoromethyl)-1H-pyrazol-1-yl}acetic acid